3-(3-methoxypropyl)-1-propylxanthine COCCCN1C(N(C(C=2NC=NC12)=O)CCC)=O